COC1=C(C(=O)OC)C=CC(=C1)N1N=CC=2C(C1=O)=C(N(C2C)C2=CC(=CC=C2)OC)C Methyl 2-methoxy-4-(6-(3-methoxyphenyl)-5,7-dimethyl-1-oxo-1H-pyrrolo[3,4-d]pyridazin-2(6H)-yl)benzoate